5-(4-(azidomethyl)oxazol-2-yl)-2-methoxybenzonitrile N(=[N+]=[N-])CC=1N=C(OC1)C=1C=CC(=C(C#N)C1)OC